Methyl 3-(aminomethyl)-4-methylthiophene-2-carboxylate NCC1=C(SC=C1C)C(=O)OC